rel-(2R,3S,4S,5R)-4-[[3-[2-methoxy-6-(trifluoromethyl)-3-pyridinyl]-4,5-dimethyl-5-(trifluoromethyl)tetrahydrofuran-2-carbonyl]amino]pyridine-2-carboxamide COC1=NC(=CC=C1[C@H]1[C@@H](O[C@]([C@H]1C)(C(F)(F)F)C)C(=O)NC1=CC(=NC=C1)C(=O)N)C(F)(F)F |o1:8,9,11,12|